[Mg].[Ca].O[C@@H](CC(=O)O)C (R)-3-hydroxy-butyric acid calcium magnesium